[Pd+2].C(CC)(=O)[O-].C(CC)(=O)[O-] propanoate Palladium